13h-indeno[2',3':3,4]naphtho[1,2-b]pyran C1=C2C(OC=C1)C=1C=CC=CC1C1=C2CC2=CC=CC=C21